3,5,7,2',4'-Pentahydroxyflavonol OC1(C(OC2=CC(=CC(=C2C1=O)O)O)C1=C(C=C(C=C1)O)O)O